C1(=CC(=CC=C1)C1=NC(=NC=C1Cl)NC=1C=C(C=NC1)N1C(C2(CC1)CCN(CC2)C(CCCCCCCBr)=O)=O)C2=CC=CC=C2 2-(5-((4-([1,1'-biphenyl]-3-yl)-5-chloropyrimidin-2-yl)amino)pyridin-3-yl)-8-(8-bromooctanoyl)-2,8-diazaspiro[4.5]decan-1-one